Piperazine (citrate) C(CC(O)(C(=O)O)CC(=O)O)(=O)O.N1CCNCC1